BrC1=C(C=CC(=C1)Br)C(C)=O 1-(2,4-dibromophenyl)ethan-1-one